C1(CCCCC1)N1N=CC=2C1=NC(=NC2NC(=O)C=2SC(=CC2)[N+](=O)[O-])C=2C(=NOC2C)C N-(1-cyclohexyl-6-(3,5-dimethylisoxazol-4-yl)-1H-pyrazolo[3,4-d]pyrimidin-4-yl)-5-nitrothiophene-2-carboxamide